C(C1=CC=CC=C1)OC(=O)N[C@@H](CCCCNC(=O)OC(C)(C)C)C(=O)OCC1=CC=CC=C1 Benzyl N2-((benzyloxy)carbonyl)-N6-(tert-butoxycarbonyl)-L-lysinate